FCC([C@H](CC(=O)OC(CC)CC)NC(=O)[C@@]1(CC(=NO1)C1=NC=CC2=CC=CC=C12)C(C)C)=O penta-3-yl (S)-5-fluoro-3-((R)-5-isopropyl-3-(isoquinolin-1-yl)-4,5-dihydroisoxazole-5-carboxamido)-4-oxopentanoate